1-(5-chloropyrimidin-2-yl)piperidin-4-amine hydrochloride Cl.ClC=1C=NC(=NC1)N1CCC(CC1)N